2-amino-1-(pyridin-2-yl)ethanol NCC(O)C1=NC=CC=C1